1-(1-(pyrimidin-2-yl)-1H-1,2,4-triazol-5-yl)ethane-1-amine N1=C(N=CC=C1)N1N=CN=C1C(C)N